C(C)(C)C=1C(=NNC1C=1C=C(C=2N(C1)N=CN2)C)C=2C=C1CCC(CC1=CC2)N(C)C 6-(4-Isopropyl-5-(8-methyl-[1,2,4]triazolo[1,5-a]pyridin-6-yl)-1H-pyrazol-3-yl)-N,N-dimethyl-1,2,3,4-tetrahydronaphthalen-2-amine